4-(6-(cyclopropanesulfonamido)pyrazin-2-yl)-N-(5-(6-ethoxypyrazin-2-yl)pyridin-2-yl)-1-(methylsulfonyl)piperidine-4-carboxamide C1(CC1)S(=O)(=O)NC1=CN=CC(=N1)C1(CCN(CC1)S(=O)(=O)C)C(=O)NC1=NC=C(C=C1)C1=NC(=CN=C1)OCC